5-(4-amino-3-(methylthio)phenoxy)-3,4-dihydro-1,8-naphthyridin-2(1H)-one NC1=C(C=C(OC2=C3CCC(NC3=NC=C2)=O)C=C1)SC